COC(=O)C=1N=NC(=CC1)NC1=C2C(=NC(=C1)OC=1C=NC(=CC1C)C#N)N(C=N2)C 6-[5-(6-Cyano-4-methyl-pyridin-3-yloxy)-3-methyl-3H-imidazo[4,5-b]pyridin-7-ylamino]-pyridazine-3-carboxylic acid methyl ester